(1R,3S,4R,5S)-3-(benzyloxy)-6,8-dioxabicyclo[3.2.1]octan-4-yl benzoate C(C1=CC=CC=C1)(=O)O[C@@H]1[C@H](C[C@@H]2CO[C@H]1O2)OCC2=CC=CC=C2